C(C)(=O)NC1=CC=C(C(=O)NC2CCC(CC2)NC2=CC(=NC3=CC=CC=C23)C(F)(F)F)C=C1 4-acetamido-N-[(1s,4s)-4-{[2-(trifluoromethyl)quinolin-4-yl]amino}cyclohexyl]benzamide